(2Z,4E,6E,8E)-N-methoxy-N,3,7-trimethyl-9-(2,6,6-trimethyl-3-(1H-1,2,4-triazol-1-yl)cyclohex-1-en-1-yl)nona-2,4,6,8-tetraenamide CON(C(\C=C(/C=C/C=C(/C=C/C1=C(C(CCC1(C)C)N1N=CN=C1)C)\C)\C)=O)C